5-((5-(tert-butoxy)-5-oxopentyl)oxy)-3-iodo-2-methylbenzoic acid methyl ester COC(C1=C(C(=CC(=C1)OCCCCC(=O)OC(C)(C)C)I)C)=O